N-(2-Fluorophenyl)-2-(((2-(trifluoromethyl)pyridin-4-yl)thio)methyl)-1H-benzo[d]imidazol-5-amine FC1=C(C=CC=C1)NC1=CC2=C(NC(=N2)CSC2=CC(=NC=C2)C(F)(F)F)C=C1